[Si](F)F silicon di-fluoride